tert-butyl 4-[(7-chloro-1,6-naphthyridin-2-yl)methylidene]piperidine-1-carboxylate ClC1=NC=C2C=CC(=NC2=C1)C=C1CCN(CC1)C(=O)OC(C)(C)C